2,2-dimethyl-4-oxo-3,8,11-triOxa-5-azatridecan CC(C)(OC(NCCOCCOCC)=O)C